OC1=CC(=C(C=C1)C1=CC(=C2C=NNC2=C1)OC1CC(C1)C(C(=O)NC)=CC)C (3-((6-(4-hydroxy-2-methylphenyl)-1H-indazol-4-yl)oxy)cyclobutyl)-N-methylbut-2-enamide